perfluoro-3,6,9,12,15,18,21-heptaoxapentacosan-1-ol FC(C(OC(C(OC(C(OC(C(OC(C(OC(C(OC(C(OC(C(C(C(F)(F)F)(F)F)(F)F)(F)F)(F)F)(F)F)(F)F)(F)F)(F)F)(F)F)(F)F)(F)F)(F)F)(F)F)(F)F)(F)F)(F)F)(O)F